cholesteryl 11-eicosenoate CCCCCCCCC=CCCCCCCCCCC(=O)OC1CC[C@@]2(C3CC[C@]4(C(C3CC=C2C1)CCC4C(C)CCCC(C)C)C)C